NC1=CC=C(S1)NC=1C=CC(=C(C(=O)N[C@H](C)C2=CC=CC3=CC=CC=C23)C1)C (R)-5-((5-aminothiophen-2-yl)amino)-2-methyl-N-(1-(naphthalen-1-yl)ethyl)benzamide